6-(pyrrolidin-1-yl)pyrido[3,4-d]pyrimidine-2,4-diamine N1(CCCC1)C1=CC2=C(N=C(N=C2N)N)C=N1